1,6-diphenoxyhexane O(C1=CC=CC=C1)CCCCCCOC1=CC=CC=C1